CN1C(NC2=C1C=C(C=C2)[N+](=O)[O-])=O 1-methyl-6-nitro-1H-benzo[d]imidazol-2(3H)-one